(1R,2S,5S)-N-(1-Cyano-2-(2-oxo-1,2,5,6,7,8-hexahydroquinolin-3-yl)ethyl)-3-((S)-3,3-dimethyl-2-(methylsulfonamido)butanoyl)-6,6-dimethyl-3-azabicyclo[3.1.0]hexane-2-carboxamide C(#N)C(CC=1C(NC=2CCCCC2C1)=O)NC(=O)[C@@H]1[C@H]2C([C@H]2CN1C([C@H](C(C)(C)C)NS(=O)(=O)C)=O)(C)C